(6-Bromo-2-ethyl-imidazo[1,2-a]pyridin-3-yl)-[4-(4-chloro-phenyl)-thiazol-2-yl]-methyl-amine BrC=1C=CC=2N(C1)C(=C(N2)CC)N(C)C=2SC=C(N2)C2=CC=C(C=C2)Cl